tert-butyl (1R,5S)-3-(7-chloro-8-fluoro-2-(((2R,7aS)-2-fluorotetrahydro-1H-pyrrolizin-7a(5H)-yl)methoxy)pyrido[4,3-d]pyrimidin-4-yl)-3,8-diazabicyclo[3.2.1]oct-6-ene-8-carboxylate ClC1=C(C=2N=C(N=C(C2C=N1)N1C[C@H]2C=C[C@@H](C1)N2C(=O)OC(C)(C)C)OC[C@]21CCCN1C[C@@H](C2)F)F